cyclopent[de]quinoline-2,5(1H,3H)-dione N1C(CC=2C=3C(=CC=CC13)C(C2)=O)=O